C(C)(C)(C)NC(C)(C)C di-tert.-Butylamine